OC(C)(C)C=1C=C(SC1)[S@@](=O)(N)=NC(NC1=C2C(=NC3=C1CCC3)[C@H](CC2)C)=O (R,R) or (R,S)-4-(2-hydroxypropan-2-yl)-N'-(((S)-3-methyl-1,2,3,5,6,7-hexahydrodicyclopenta[b,e]pyridin-8-yl)carbamoyl)thiophene-2-sulfonimidamide